O=CCC(C(=O)O)=O 4-oxo-2-oxobutanoic acid